ClC1=C(C=CC=C1OC)C(=O)N1C[C@@H]2CO[C@H](CN2CC1)C1=NC=C(C(=C1)Cl)Cl |o1:13,16| (2-Chloro-3-methoxyphenyl)-[rel-(3R,9aR)-3-(4,5-dichloro-2-pyridyl)-3,4,6,7,9,9a-hexahydro-1H-pyrazino[2,1-c][1,4]oxazin-8-yl]methanon